4-piperidinecinnamaldehyde N1CCC(CC1)C1=CC=CC=C1C=CC=O